N-[(S)-1-(ethoxycarbonyl)-3-phenylpropyl]-L-alanyl-L-proline maleate C(\C=C/C(=O)O)(=O)O.C(C)OC(=O)[C@H](CCC1=CC=CC=C1)N[C@@H](C)C(=O)N1[C@@H](CCC1)C(=O)O